(2S,3R,4S)-2,3,4,5-tetrahydroxypentanal O[C@H](C=O)[C@@H]([C@H](CO)O)O